2-CHLORONAPHTHALENE-8-BORONIC ACID ClC1=CC2=C(C=CC=C2C=C1)B(O)O